FC(F)(F)SC=1C=C(N)C=CC1 3-(trifluoromethylsulfanyl)aniline